4-(4-(tert-butoxy)-8-fluoro-2-(((2R,7aS)-2-fluorotetrahydro-1H-pyrrolizin-7a(5H)-yl)methoxy)pyrido[4,3-d]pyrimidin-7-yl)-5-ethynyl-6-fluoronaphthalen-2-amine C(C)(C)(C)OC=1C2=C(N=C(N1)OC[C@]13CCCN3C[C@@H](C1)F)C(=C(N=C2)C2=CC(=CC1=CC=C(C(=C21)C#C)F)N)F